bis(indol-3-yl)(phenyl)methane N1C=C(C2=CC=CC=C12)C(C1=CC=CC=C1)C1=CNC2=CC=CC=C12